ClC1=CC=C(C=C1)C1=NN=C(C2=CC=CC=C12)N[C@H]1C[C@@](CCC1)(O)C(F)(F)F (1R,3R)-3-((4-(4-chlorophenyl)phthalazin-1-yl)amino)-1-(trifluoromethyl)cyclohexan-1-ol